ClC1=C(C=CC=C1F)CC(=O)NC1=CC(=NC=C1)N(C(C)=O)C1=CC(=C(C=C1)F)C#N N-{4-[2-(2-chloro-3-fluorophenyl)acetamido]pyridin-2-yl}-N-(3-cyano-4-fluorophenyl)acetamide